C(CCCC(CCCCCCCCCC)O)O pentadecane-1,5-diol